3-tert-butyl-5-chloro-3H-imidazo[4,5-b]pyridine C(C)(C)(C)N1C=NC=2C1=NC(=CC2)Cl